5-(piperazin-1-yl)picolinamide N1(CCNCC1)C=1C=CC(=NC1)C(=O)N